trans-3-[(2,3-difluorobenzyl)oxy]-N-[3-(4-ethyl-5-fluoro-6-oxo-1,6-dihydropyrimidin-2-yl)-2-Fluoro-4-(trifluoromethyl)benzyl]cyclobutane-1-carboxamide FC1=C(CO[C@@H]2C[C@H](C2)C(=O)NCC2=C(C(=C(C=C2)C(F)(F)F)C=2NC(C(=C(N2)CC)F)=O)F)C=CC=C1F